N1=CN=C(C=C1)C=1C=C(C=2C=NNC2C1)NCCOCCCCNCC=1NC2=CC=C(C=C2C1)C(F)(F)F 6-(pyrimidin-4-yl)-N-(2-(4-(((5-(trifluoromethyl)-1H-indol-2-yl)methyl)amino)butoxy)ethyl)-1H-indazol-4-amine